N(=[N+]=[N-])CC1=CC=CC(=N1)N1C[C@H](O[C@H](C1)C)C cis-4-(6-(azidomethyl)pyridin-2-yl)-2,6-dimethylmorpholine